2-[(3R)-3-methyl-[1,4'-bipiperidin]-1'-yl]-1,3-thiazole-5-carboxylic acid dihydrochloride Cl.Cl.C[C@H]1CN(CCC1)C1CCN(CC1)C=1SC(=CN1)C(=O)O